C(C)(C)(C)OC(=O)N1CCC(CC1)NC=1N=NN(N1)C 4-((2-methyl-2H-tetrazol-5-yl)amino)piperidine-1-carboxylic acid tert-butyl ester